C1(=CC=CC=C1)C1=C(C=CC=C1)Cl Phenyl-chlorobenzene